Formyl-N,N-dimethyl-[1,1'-biphenyl]-3-sulfonamide C(=O)C1=C(C=CC=C1S(=O)(=O)N(C)C)C1=CC=CC=C1